2-methoxy-4-allylbenzene COC1=CC=CC(=C1)CC=C